N[C@H]1CN(CCC1)C(=O)C1=CC2=C(N(C(=N2)C=2N(C3=CC=CC=C3C2)CC)C)C(=C1)O (R)-(3-Aminopiperidin-1-yl)(2-(1-ethyl-1H-indol-2-yl)-7-hydroxy-1-methyl-1H-benzo[d]imidazol-5-yl)methanon